8-(1,1'-biphenyl-4-yl)-4-[3-(9-phenyl-9H-carbazol-3-yl)biphenyl-3-yl]-[1]benzofuro[3,2-d]pyrimidine C1(=CC=C(C=C1)C=1C=CC2=C(C1)C=1N=CN=C(C1O2)C2(CC(=CC=C2)C2=CC=CC=C2)C=2C=CC=1N(C3=CC=CC=C3C1C2)C2=CC=CC=C2)C2=CC=CC=C2